C(C)(C)(C)OC(=O)N1CCN(CC1)C=1C=NC(=CC1F)C1C(NC(CC1)=O)=O 4-(6-(2,6-dioxopiperidin-3-yl)-4-fluoropyridin-3-yl)piperazine-1-carboxylic acid tert-butyl ester